S(=O)(=O)(O)C(S(=O)(=O)O)S(=O)(=O)O disulfo-methanesulfonic acid